C(C1=CC=CC=C1)OC=1C=C2C(=C(N(C2=CC1)C1=CC(=C(C=C1)F)C)C1CCOCC1)C1CC(C1)(C(=O)O)C(F)F 3-(5-(benzyloxy)-1-(4-fluoro-3-methylphenyl)-2-(tetrahydro-2H-pyran-4-yl)-1H-indol-3-yl)-1-(difluoromethyl)cyclobutane-1-carboxylic acid